C(C)OC(=O)C=1C=NN(C1N)C1=CC=C(C=C1)C(F)(F)F 1-(4-trifluoromethylphenyl)-5-amino-1H-pyrazole-4-carboxylic acid ethyl ester